C(C)(=O)OC1CCC(CC1)C(C)(C)C p-tert-butylcyclohexyl acetate